C1(=CC=CC=C1)CS(=O)(=O)OC1=C(O[C@](C1=O)([2H])C1=C(C=CC(=C1)Cl)F)N (R)-2-amino-5-(5-chloro-2-fluorophenyl)-4-oxo-4,5-dihydrofuran-3-yl-5-d phenylmethanesulfonate